5-acetyl-2-(2-chloro-5-fluoropyrimidin-4-yl)-6,6-dimethyl-5,6-dihydro-4H-thieno[2,3-c]Pyrrole-4-one C(C)(=O)N1C(C2=C(C1=O)C=C(S2)C2=NC(=NC=C2F)Cl)(C)C